tert-butyl 6-bromo-8-methyl-3,4-dihydro-1H-isoquinoline-2-carboxylate BrC=1C=C2CCN(CC2=C(C1)C)C(=O)OC(C)(C)C